2-((2-((4-chloro-2,5-dimethoxyphenyl)amino)-2-oxoethyl)thio)-1H-imidazole-4-carboxylic acid ClC1=CC(=C(C=C1OC)NC(CSC=1NC=C(N1)C(=O)O)=O)OC